5-amino-1,2,4-triazole-3-carboxylic acid NC1=NC(=NN1)C(=O)O